C(C)(=O)CC(C(=O)O)(C)O acetyl-2-hydroxyisobutyric acid